8-ethynyl-N-isopropyl-5-[4-(trifluoromethyl)phenyl]naphthalene-2-carboxamide C(#C)C=1C=CC(=C2C=CC(=CC12)C(=O)NC(C)C)C1=CC=C(C=C1)C(F)(F)F